C(C)(C)N(C(C)C)[SiH](C)C di-isopropylaminodimethylsilane